NCCOCCNC(C1=C(C=C(C=C1)NC=1C=2N(C=CN1)C(=CN2)C=2C(=NN(C2)CC#C)C(F)(F)F)Cl)=O N-[2-(2-aminoethoxy)ethyl]-2-chloro-4-[[3-[1-prop-2-ynyl-3-(trifluoromethyl)pyrazol-4-yl]imidazo[1,2-a]pyrazin-8-yl]amino]benzamide